NC1=NC(=C(C=2N1C(N(N2)CC=2N=C(OC2C)C)=O)C2=CC1=C(N=CO1)C(=C2)C)C2=CC=C(C=C2)F 5-amino-2-[(2,5-dimethyloxazol-4-yl)methyl]-7-(4-fluorophenyl)-8-(4-methyl-1,3-benzooxazol-6-yl)-[1,2,4]triazolo[4,3-c]pyrimidin-3-one